4-(cyclohexylamino)-3-(2-(1-isopropylpyrrolidin-3-yl)-2H-tetrazol-5-yl)-N-methylbenzenesulfonamide C1(CCCCC1)NC1=C(C=C(C=C1)S(=O)(=O)NC)C=1N=NN(N1)C1CN(CC1)C(C)C